[N-](S(=O)(=O)C(F)(F)F)S(=O)(=O)C(F)(F)F.C(CCC)[N+]1=CC=CC=C1 N-butylpyridinium bis(trifluoromethylsulfonyl)imide salt